octyl-dodecylphenyl-benzotriazol C(CCCCCCC)C=1C(=C(C2=C(NN=N2)C1)C1=CC=CC=C1)CCCCCCCCCCCC